C(C)(C)(C)C=1C=C(N(N1)C1=CC=C(C=C1)C)NC(=O)NC1=CC=C(C2=CC=CC=C12)CCCC1CS(CC1)=O 1-[5-tert-butyl-2-p-tolyl-2H-pyrazol-3-yl]-3-[4-(3-(1-oxo-tetrahydrothiophen-3-yl)propan-1-yl)naphthalen-1-yl]-urea